FC1=C(C(=C2C=CNC2=C1F)S(=O)(=N)C)OC=1C=CC(=C(C1)C=1NC=C(N1)C1(CCOC2=C(C=CC=C12)CCC(=O)O)C)F 3-[4-[2-[5-[[6,7-difluoro-4-(methylsulfonimidoyl)-1H-indol-5-yl]oxy]-2-fluoro-phenyl]-1H-imidazol-4-yl]-4-methyl-chroman-8-yl]propanoic acid